3-bromo-8-(methoxymethyl)-2-(trifluoromethyl)-4H-pyrido[1,2-a]pyrimidin-4-one BrC1=C(N=C2N(C1=O)C=CC(=C2)COC)C(F)(F)F